(2R)-6-chloro-N-{3-[3-(4-chlorophenyl)-2-oxopyrrolidin-1-yl]bicyclo[1.1.1]pent-1-yl}-4-oxo-3,4-dihydro-2H-1-benzopyran-2-carboxamide ClC=1C=CC2=C(C(C[C@@H](O2)C(=O)NC23CC(C2)(C3)N3C(C(CC3)C3=CC=C(C=C3)Cl)=O)=O)C1